C1CC12CN(C2)C2=NC=C(C(=N2)C)CN2N=CC(=C2)C(=O)N[C@@H]2CCC=1N(C=NC12)C 1-[(2-{5-azaspiro[2.3]hex-5-yl}-4-methylpyrimidin-5-yl)methyl]-N-[(4R)-1-methyl-1H,4H,5H,6H-cyclopenta[d]imidazol-4-yl]-1H-pyrazole-4-carboxamide